2',3-difluoro-5'-(6-oxo-4-(trifluoromethyl)-1,6-dihydropyridine-3-carboxamido)-4'-((3S,5R)-3,4,5-trimethylpiperazin-1-yl)-[1,1'-biphenyl]-4-carboxylic acid FC1=C(C=C(C(=C1)N1C[C@@H](N([C@@H](C1)C)C)C)NC(=O)C1=CNC(C=C1C(F)(F)F)=O)C1=CC(=C(C=C1)C(=O)O)F